CC1=NN=CN1COCC[Si](C)(C)C 3-methyl-4-((2-(trimethylsilyl)ethoxy)methyl)-4H-1,2,4-triazole